C1(CCCCC1)NC(C1=CC(=C(C(=C1)C(C)C)CC(NS(=O)(=O)C1=CC=C(C=C1)CN(C)C)=O)C(C)C)=O N-cyclohexyl-4-[({4-[(dimethylamino)methyl]benzene-sulfonyl}-carbamoyl)methyl]-3,5-bis(propan-2-yl)benzamide